COC(=O)C1=C(C=C(C=C1)NC1=NC=C2CCN(CC2=C1)C1=C(C2=C(OCCN2C(=O)OC(C)(C)C)N=C1)C)C tert-butyl 7-(7-{[4-(methoxycarbonyl)-3-methylphenyl]amino}-1,2,3,4-tetrahydro-2,6-naphthyridin-2-yl)-8-methyl-1H,2H,3H-pyrido[2,3-b][1,4]oxazine-1-carboxylate